FC1=C(C=CC(=C1)F)[C@@H]1N(OCC1)C1=CC(=NC=N1)NC=1C(=CC(=C(C1)NC(C=C)=O)N1CCC(CC1)N1CCC(CC1)N1CCOCC1)OC N-(5-((6-((R)-3-(2,4-difluorophenyl)isoxazolidine-2-yl)pyrimidine-4-yl)amino)-4-methoxy-2-(4-morpholino-[1,4'-bipiperidine]-1'-yl)phenyl)acrylamide